benzoylphenyl telluride C(C1=CC=CC=C1)(=O)[Te]C1=CC=CC=C1